ethyl 7-bromo-2-(hydroxymethyl)imidazo[1,2-a]pyridine-3-carboxylate BrC1=CC=2N(C=C1)C(=C(N2)CO)C(=O)OCC